(R)-1-(1-((benzyloxy)methyl)-2,2-difluorocyclopropanoyl)-N,N-dimethylmethylamine C(C1=CC=CC=C1)OC[C@@]1(C(C1)(F)F)C(=O)CN(C)C